4-(diethylaminomethyl)aniline C(C)N(CC)CC1=CC=C(N)C=C1